N-(1-bicyclo[1.1.1]pentanyl)-4-hydroxy-1-(2-morpholinoethyl)-2-oxo-1,8-naphthyridine-3-carboxamide C12(CC(C1)C2)NC(=O)C=2C(N(C1=NC=CC=C1C2O)CCN2CCOCC2)=O